trans-(P)-5-fluoro-1-(5-fluoro-2-methoxy-4-(3-(trifluoromethyl)cyclobutyl)phenyl)-N-(isoxazol-3-yl)-2-oxo-1,2-dihydroquinoline-6-sulphonamide FC1=C2C=CC(N(C2=CC=C1S(=O)(=O)NC1=NOC=C1)C1=C(C=C(C(=C1)F)[C@@H]1C[C@H](C1)C(F)(F)F)OC)=O